ClC=1N=NC(=C(N1)N1CC2(CN(C2)[C@@H](C(C)C)CCCN(C)CCOC)CC1)OC1=C(C(=O)N(C)C(C)C)C=C(C=C1)F (R)-2-((3-chloro-5-(2-(6-((2-methoxyethyl)(methyl)amino)-2-methylhexan-3-yl)-2,6-diazaspiro[3.4]oct-6-yl)-1,2,4-triazin-6-yl)oxy)-5-fluoro-N-isopropyl-N-methylbenzamide